C(OC1=CC=NC2=CC=CC=C12)(OCC1=CC=C(C=C1)OC=CC[Se]C1=CC=C(C=C1)OC(F)(F)F)=O quinolin-4-yl (4-((3-(p-trifluoromethoxyphenylseleno) prop-1-en-1-yl) oxy) benzyl) carbonate